(S)-5-(4-((3-ethyl-9-fluoro-2-oxo-2,3-dihydro-1H-pyrimido[4,5,6-de]quinazolin-8-yl)methyl)piperazin-1-yl)-6-methyl-N-(tetrahydrofuran-3-yl)pyridine C(C)N1C(NC2=C(C(=CC=3C2=C1N=CN3)CN3CCN(CC3)C=3C=CCN(C3C)[C@@H]3COCC3)F)=O